5-(2-chlorobenzyl)-6-fluoro-3-hydroxy-4H-benzo[e][1,2,4]thiadiazine 1,1-dioxide ClC1=C(CC2=C(C=CC3=C2NC(=NS3(=O)=O)O)F)C=CC=C1